N-(4-(4-amino-7-methyl-5-(4-(5-(trifluoromethyl)-1,3,4-oxadiazol-2-yl)phenyl)-7H-pyrrolo[2,3-d]pyrimidin-6-yl)phenyl)methacrylamide NC=1C2=C(N=CN1)N(C(=C2C2=CC=C(C=C2)C=2OC(=NN2)C(F)(F)F)C2=CC=C(C=C2)NC(C(=C)C)=O)C